5-fluoro-2-[2-(oxetan-4-yl)ethyl]-7-(piperidin-4-ylmethoxy)-3H-quinazolin-4-one FC1=C2C(NC(=NC2=CC(=C1)OCC1CCNCC1)CCC1CCO1)=O